2-(1-piperidinylcarbonyl)benzaldehyde N1(CCCCC1)C(=O)C1=C(C=O)C=CC=C1